FC(C1=CC(=C(C(=C1)C(C)C)CC(=O)O)C(C)C)F 2-(4-(difluoromethyl)-2,6-diisopropylphenyl)acetic acid